C(C)(CC)N[Si](C)(C)NC(C)CC Bis(sec-butylamino)dimethylsilan